6-bromo-8-methylsulfonyl-2H-isoquinolin-1-one BrC=1C=C2C=CNC(C2=C(C1)S(=O)(=O)C)=O